O=C1NC(CCC1N1C(C2=CC=C(C=C2C1)NC(=O)N1[C@@H](CC2=CC=CC=C12)CNC)=O)=O (2S)-N-(2-(2,6-dioxopiperidin-3-yl)-1-oxoisoindolin-5-yl)-2-((methylamino)methyl)indoline-1-carboxamide